C(C)(=O)NC1=CC=C(C=C1)C=1SC=C(N1)C(=O)N[C@H](C(=O)NC(C(=O)OC)=C)COS(=O)(=O)C Methyl (S)-2-(2-(2-(4-acetamidophenyl)thiazole-4-carboxamido)-3-((methylsulfonyl)oxy)propanamido)acrylate